ClCC1=CC(=NC(=C1)C)C 4-(chloromethyl)-2,6-dimethylpyridine